(S)-N-(2-bromobenzyl)-N-(1-hydroxy-β-phenylpropan-2-yl)ethenesulfonamide BrC1=C(CN(S(=O)(=O)C=C)[C@@](CO)(C)C2=CC=CC=C2)C=CC=C1